(S)-1-(2,2-difluoropropyl)-4-prolylpiperazine hydrochloride Cl.FC(CN1CCN(CC1)C([C@H]1NCCC1)=O)(C)F